5-(propane-1-yn-1-yl)-1H-indazole-7-Carboxamide C(#CC)C=1C=C2C=NNC2=C(C1)C(=O)N